[3-(3-chlorobenzoyl) cyclobutyl] methanesulfonate CS(=O)(=O)OC1CC(C1)C(C1=CC(=CC=C1)Cl)=O